3-fluoro-7-iodo-N,N-dimethyl-5H-pyrrolo[2,3-b]pyrazine-5-sulfonamide FC1=CN=C2C(=N1)N(C=C2I)S(=O)(=O)N(C)C